3-(2-aminoethyl)aminopropyl-dimethoxymethylsilane NCCNCCC[SiH2]C(OC)OC